FC1=C(C(=C2C=CNC2=C1)S(=O)(=O)C)OC=1C=C(C=CC1)C=1SC=C(N1)CC=1C=C(C=CC1)CCC(=O)O 3-(3-((2-(3-((6-Fluoro-4-(methylsulfonyl)-1H-indol-5-yl)oxy)phenyl)thiazol-4-yl)methyl)phenyl)propanoic acid